O=C1N(CC2=CC=CC=C12)C1CCNCC1 3-oxo-2-(piperidin-4-yl)isoindolin